magnesium disodium hydrogen phosphate P(=O)(O)([O-])[O-].[Na+].[Na+].[Mg+2].P(=O)(O)([O-])[O-]